C(=C)[SiH2]OC#CCC(C)(C)C vinyl-(trimethylbutynyloxy)silane